CN1N=NC2=C1C=CC(=C2C)C(C(C(=O)OC)(C)C)C2=CC(=C(C=C2)C)CN2C[C@H](OC1=C(N=CC=3C=CC=CC13)C2)CC methyl 3-(1,4-dimethyl-1H-benzo[d][1,2,3]triazol-5-yl)-3-(3-(((R)-2-ethyl-2,3-dihydro-[1,4]oxazepino[6,7-c]isoquinolin-4(5H)-yl)methyl)-4-methylphenyl)-2,2-dimethylpropanoate